N-(6-(Difluoromethoxy)-4-methoxybenzo[d]isoxazol-3-yl)-2,6-dimethoxybenzenesulfonamide FC(OC1=CC2=C(C(=NO2)NS(=O)(=O)C2=C(C=CC=C2OC)OC)C(=C1)OC)F